(5-bromoindazol-2-yl)cyclohexanone BrC1=CC2=CN(N=C2C=C1)C1C(CCCC1)=O